CN(C=1C2=C(N=C(N1)N1CC(C1)OC(=O)C1CCC(CC1)O)CC[S+]2[O-])C2CCOCC2 [1-[4-[Methyl(tetrahydropyran-4-yl)amino]-5-oxido-6,7-dihydrothieno[3,2-d]pyrimidin-5-ium-2-yl]azetidin-3-yl]-4-hydroxycyclohexancarboxylat